tert-butyl 4-[2-(2,6-dioxo-3-piperidyl)-1-oxo-isoindolin-5-yl]-3,6-dihydro-2H-pyridine-1-carboxylate O=C1NC(CCC1N1C(C2=CC=C(C=C2C1)C=1CCN(CC1)C(=O)OC(C)(C)C)=O)=O